2-methyl-5-((2-methylpyrimidin-4-yl)methoxy)benzofuran-3-carboxylic acid CC=1OC2=C(C1C(=O)O)C=C(C=C2)OCC2=NC(=NC=C2)C